2-iodoethyl (R)-11-((((9H-fluoren-9-yl)methoxy)carbonyl)amino)-13-(2-(2,6-bis(bis(tert-butoxycarbonyl)amino)-9H-purin-9-yl)acetyl)-2,2-dimethyl-3,6,9-trioxa-13-azapentadecan-15-oate C1=CC=CC=2C3=CC=CC=C3C(C12)COC(=O)N[C@@H](COCCOCCOC(C)(C)C)CN(CC(=O)OCCI)C(CN1C2=NC(=NC(=C2N=C1)N(C(=O)OC(C)(C)C)C(=O)OC(C)(C)C)N(C(=O)OC(C)(C)C)C(=O)OC(C)(C)C)=O